C(C)(C)(C)OC(NCC1=CC(=CC=C1)N1N=C(C=C1C(NC1=CC(=CC=C1)OC1=CC=CC=C1)=O)C(F)(F)F)=O 3-(5-(3-phenoxyphenylcarbamoyl)-3-(trifluoromethyl)-1H-pyrazol-1-yl)phenylmethylcarbamic acid tert-butyl ester